(6-methoxypyridin-2-yl)(1,2,3,4-tetrahydropyrido[2,3-b]pyrazin-3-yl)methanamine COC1=CC=CC(=N1)C(N)C1CNC2=C(N1)N=CC=C2